[N+](=O)([O-])C=1C=C2C=3CCCCC3NC2=CC1 6-nitro-2,3,4,9-tetrahydro-1H-carbazole